Tert-butyl 2-((R)-2-(((1R,4R)-4-((5'-chloro-6-(((4-cyanotetrahydro-2H-pyran-4-yl) methyl) amino)-[2,4'-bipyridyl]-2'-yl) amino) cyclohexyl) amino) propoxy)-2-methylpropionate ClC=1C(=CC(=NC1)NC1CCC(CC1)N[C@@H](COC(C(=O)OC(C)(C)C)(C)C)C)C1=NC(=CC=C1)NCC1(CCOCC1)C#N